N-cyclopropyl-2-(difluoromethoxy)-6-methoxy-4-[7-[(1-methylsulfonyl-2-piperidyl)methoxy]imidazo[1,2-a]pyridin-3-yl]benzamide C1(CC1)NC(C1=C(C=C(C=C1OC)C1=CN=C2N1C=CC(=C2)OCC2N(CCCC2)S(=O)(=O)C)OC(F)F)=O